FC(C(=O)OCC)(C(O)C1=CC=C(C=C1)F)F ethyl 2,2-difluoro-3-(4-fluorophenyl)-3-hydroxypropanoate